N[SiH3] Amino-silan